ClC1(CC(=C(C(=C1)C1=CC(=CC=C1)C)O)N1C2=CC=C(C=C2C=2C=C(C=CC12)C(C)(C)C)C(C)(C)C)C(C)(CC(C)(C)C)C 5-chloro-3-(3,6-di-tert-butyl-9H-carbazol-9-yl)-3'-methyl-5-(2,4,4-trimethylpentan-2-yl)biphenyl-2-ol